2-(1-methyl-1H-benzo[d]imidazol-2-yl)ethan-1-ol dihydrate O.O.CN1C(=NC2=C1C=CC=C2)CCO